1-((5-bromothiophen-2-yl)methyl)-3-((tert-butyldiphenylsilyl)oxy)pyrrolidin-2-one BrC1=CC=C(S1)CN1C(C(CC1)O[Si](C1=CC=CC=C1)(C1=CC=CC=C1)C(C)(C)C)=O